(S)-N-allyl-N-(3-(benzo[d][1,3]dioxol-4-yloxy)-3-(5-bromothiophen-2-yl)propyl)prop-2-en-1-one-amine C(C=C)N(C(C=C)=O)CC[C@@H](C=1SC(=CC1)Br)OC1=CC=CC=2OCOC21